The molecule is an acyl-CoA that results from the formal condensation of the thiol group of coenzyme A with the carboxy group of [(1R)-2,2,3-trimethyl-5-oxocyclopent-3-en-1-yl]acetic acid. It derives from a [(R)-2,2,3-trimethyl-5-oxocyclopent-3-en-1-yl]acetic acid. It is a conjugate acid of a [(1R)-2,2,3-trimethyl-5-oxocyclopent-3-enyl]acetyl-CoA(4-). CC1=CC(=O)[C@@H](C1(C)C)CC(=O)SCCNC(=O)CCNC(=O)[C@@H](C(C)(C)COP(=O)(O)OP(=O)(O)OC[C@@H]2[C@H]([C@H]([C@@H](O2)N3C=NC4=C(N=CN=C43)N)O)OP(=O)(O)O)O